4-hydroxy-2-methyl-7-(pyrrolidin-1-yl)pyrido[2,3-d]pyrimidine-6-carbonitrile OC=1C2=C(N=C(N1)C)N=C(C(=C2)C#N)N2CCCC2